methyl (5S,8S,10aR)-5-((tert-butoxycarbonyl)amino)-6-oxo-3-pivaloyldecahydropyrrolo[1,2-a][1,5]diazocine-8-carboxylate C(C)(C)(C)OC(=O)N[C@H]1CN(CC[C@@H]2N(C1=O)[C@@H](CC2)C(=O)OC)C(C(C)(C)C)=O